BrC1=C(C(=O)N(C(OC(C)(C)C)=O)CC=C)C(=CC=C1)OC(F)F tert-butyl N-[2-bromo-6-(difluoromethoxy)benzoyl]-N-(2-propenyl)carbamate